N-[1-[6-[6-(difluoromethoxy)-5-[(6-methylpyridazin-3-yl)amino]benzimidazol-1-yl]-3-(difluoromethyl)picolinoyl]azetidin-3-yl]carbamic acid tert-butyl ester C(C)(C)(C)OC(NC1CN(C1)C(C1=NC(=CC=C1C(F)F)N1C=NC2=C1C=C(C(=C2)NC=2N=NC(=CC2)C)OC(F)F)=O)=O